hexane-1,6-diyl (8E,8'E)-bis(10-((stearoyloxy)methyl)octadec-8-enoate) C(CCCCCCCCCCCCCCCCC)(=O)OCC(/C=C/CCCCCCC(=O)OCCCCCCOC(CCCCCCC=CC(CCCCCCCC)COC(CCCCCCCCCCCCCCCCC)=O)=O)CCCCCCCC